C[C@]1(NC=C(C=C1)C(C)(C)N1CC(CC1)(CCC=1SC=CC1)COCCC)C(C(CC(=O)[O-])(O)C(=O)[O-])C(=O)[O-] |o1:1| (R or S)-2-methyl-5-(2-(3-(propoxymethyl)-3-(2-(thiophen-2-yl)ethyl)pyrrolidin-1-yl)propan-2-yl)pyridinecitrate